3-(1-((3-chloro-6-(6-(dimethylphosphoryl)pyridin-3-yl)-7-fluoro-2-methyl-1,5-naphthyridin-4-yl)amino)-2-hydroxyethyl)-4-fluorobenzonitrile ClC=1C(=NC2=CC(=C(N=C2C1NC(CO)C=1C=C(C#N)C=CC1F)C=1C=NC(=CC1)P(=O)(C)C)F)C